dichlorodipentaerythritol palladium [Pd].ClC(OC(C(CO)(CO)CO)Cl)C(CO)(CO)CO